C1(=CC=CC=C1)C1=NOC(=C1)C(F)(F)F 3-phenyl-5-(trifluoromethyl)isoxazole